N-((6-(2-(Ethoxymethoxy)-4-fluoro-6-methylphenyl)pyridazin-3-yl)methyl)tetrahydro-2H-pyran-4-amine C(C)OCOC1=C(C(=CC(=C1)F)C)C1=CC=C(N=N1)CNC1CCOCC1